4-(4-piperidyl)butyl 1-carbamate C(N)(OCCCCC1CCNCC1)=O